O-methyl-isourea sulfate S(=O)(=O)(O)O.COC(N)=N